[F-].[Cs+] cesium fluoride